NC(=O)C1=CC(=CC2=CN(N=C12)C1CCN(CC1)C(=O)[O-])F 4-[7-(aminocarbonyl)-5-fluoro-2H-indazole-2-yl]piperidine-1-carboxylate